tert-butyl 2-formyl-5,6-dihydroimidazo[1,2-a]pyrazine-7(8H)-carboxylate C(=O)C=1N=C2N(CCN(C2)C(=O)OC(C)(C)C)C1